C(#N)C(C)(C)C1=CC=CC(=N1)C=1C=NC(=CC1NC1=NC(=NC=C1)C(C)(F)F)NC(C)=O N-(6-(2-cyanopropan-2-yl)-4'-((2-(1,1-difluoroethyl)pyrimidin-4-yl)amino)-[2,3'-bipyridin]-6'-yl)acetamide